ClC1=C(C(=CC=C1Cl)O)C1=CC=2N(C=C1)C=C(N2)CC(=O)N2CCNCC2 2-(7-(2,3-dichloro-6-hydroxyphenyl)imidazo[1,2-a]pyridin-2-yl)-1-(piperazin-1-yl)ethan-1-one